2-fluoro-6-(4-hydroxy-2-methoxyanilino)-9-(oxetan-2-yl)-9H-purine FC1=NC(=C2N=CN(C2=N1)C1OCC1)NC1=C(C=C(C=C1)O)OC